2-(4-bromo-2-fluorophenoxy)acetic acid tert-butyl ester C(C)(C)(C)OC(COC1=C(C=C(C=C1)Br)F)=O